1-ethyl-5-(trifluoromethyl)-1H-1,3-benzodiazol C(C)N1C=NC2=C1C=CC(=C2)C(F)(F)F